C(C)(C)(C)C=1C=C(C=C(C1)C1=CC=CC=C1)SC1=CN=C(S1)CNC(OC(C)(C)C)=O tert-butyl ((5-((5-(tert-butyl)-[1,1'-biphenyl]-3-yl)thio)thiazol-2-yl)methyl)carbamate